NC1=NC=CC(=C1)C=1C=C2C(=NC=NC2=CC1)C1=CC(=C(C=C1)N1CC2C(C1)CN(C2)C(C)=O)F 1-(5-(4-(6-(2-aminopyridin-4-yl)quinazolin-4-yl)-2-fluorophenyl)hexahydropyrrolo[3,4-c]pyrrol-2(1H)-yl)ethan-1-one